CC1(NC(CC(C1)C(CN)CN)(C)C)C 2-(2,2,6,6-Tetramethylpiperidin-4-yl)propan-1,3-diamin